COC1=C(C=NC=C1)C1=CC2=C(C(=N1)C)C=NN2C2=NC(=CC(=C2)N2[C@@H]([C@H](C2)CS(=O)(=O)C)C)C=2SC=C(C2)C 6-(4-methoxypyridin-3-yl)-4-methyl-1-(4-((2R,3S)-2-methyl-3-((methylsulfonyl)methyl)azetidin-1-yl)-6-(4-methylthiophen-2-yl)pyridin-2-yl)-1H-pyrazolo[4,3-c]pyridine